CC1=C(C=NC(=C1C)C=C)O 4,5-dimethyl-6-vinylpyridin-3-ol